CC1=C(C=CC=C1C)N1N=C(C=2C=NC=3C=CC(=CC3C21)C)C2=CC(=C(OCCN1CCOCC1)C=C2)OC 4-(2-{4-[1-(2,3-dimethylphenyl)-8-methyl-1H-pyrazolo[4,3-c]quinolin-3-yl]-2-methoxyphenoxy}ethyl)morpholine